2-(2-{3-[4-(2-Hydroxy-ethyl)-piperazin-1-yl]-phenylamino}-pyrimidin-4-yl)-3-(4-methoxy-phenyl)-thiazolo[3,2-a]pyrimidin-5-one OCCN1CCN(CC1)C=1C=C(C=CC1)NC1=NC=CC(=N1)C1=C(N2C(=NC=CC2=O)S1)C1=CC=C(C=C1)OC